[1,1'-biphenyl]-3,5-dicarbaldehyde C1(=CC(=CC(=C1)C=O)C=O)C1=CC=CC=C1